CC1=C(C=CC=2N(C=NC21)C/C=C/[C@H]2NCCC[C@@H]2O)C (2R,3S)-2-((E)-3-(4,5-dimethyl-1H-benzo[d]imidazol-1-yl)prop-1-enyl)piperidin-3-ol